2,4,5-trimethylindanone CC1C(C2=CC=C(C(=C2C1)C)C)=O